C1(CCCC1)OC=1C=C(CN2C(N(C3=CC=C(C=C3C2=O)OC(CF)CF)C2CCN(CC2)C=O)=O)C=CC1OC 4-{3-[3-(cyclopentyloxy)-4-methoxybenzyl]-6-[2-fluoro-1-(fluoromethyl)ethoxy]-2,4-dioxo-3,4-dihydroquinazolin-1(2H)-yl}piperidine-1-carbaldehyde